OCCC(CNCCCCCCOC(C(CCCCCCCC)CCCCCC)=O)NCC.C1(=CC=CC=C1)C(=O)C1=CC=C(C=C1)C(C)[Te]C 1-phenylcarbonyl-4-(1-methyltelluro-ethyl)benzene 6-(((2-hydroxyethyl)(ethyl)aminoethyl)amino)hexyl-2-hexyldecanoate